O=S1(CCC(CC1)NC=1N=CC2=C(N1)C(=NC=C2)NC(C)C)=O 2-((1,1-Dioxotetrahydro-2H-thiopyran-4-yl)amino)-8-(isopropylamino)pyrido[3,4-d]pyrimidine